OCCS(=O)(=O)NC1=CC(=C(C=C1)C=1OC(=NN1)C1=NC(=CC(=C1)C)N1C[C@H](OCC1)C)N1CCC2(CC2)CC1 (R)-2-Hydroxy-N-(4-(5-(4-methyl-6-(2-methylmorpholino)pyridin-2-yl)-1,3,4-oxadiazol-2-yl)-3-(6-azaspiro[2.5]octan-6-yl)phenyl)ethane-1-sulfonamide